FC1=C2CCN(C2=CC=C1B1OC(C(O1)(C)C)(C)C)C(CC1=C(C=CC(=C1)C(F)(F)F)F)=O 1-(4-fluoro-5-(4,4,5,5-tetramethyl-1,3,2-dioxaborolan-2-yl)indolin-1-yl)-2-(2-fluoro-5-(trifluoromethyl)phenyl)ethan-1-one